Br.Br.FC=1C=C2CC[C@@H](CC2=C(C1)F)N[C@H](C(=O)NC=1N=CN(C1)C(CNCC(C)(C)C)(C)C)CCC (2S)-2-[[(2S)-6,8-difluoro-1,2,3,4-tetrahydro-2-naphthyl]amino]-N-[1-[2-[(2,2-dimethylpropyl)amino]-1,1-dimethylethyl]-1H-imidazol-4-yl]pentanoamide dihydrobromide